5-(4-methoxy-2-(((1s,4s)-4-methoxy-4-methylcyclohexyl)amino)pyrrolo[2,1-f][1,2,4]triazin-5-yl)-N-methylpyrazolo[1,5-a]pyridine-3-carboxamide COC1=NC(=NN2C1=C(C=C2)C2=CC=1N(C=C2)N=CC1C(=O)NC)NC1CCC(CC1)(C)OC